F[P-](F)(F)(F)(F)F.Cl\C(\C=[N+](C)C)=C/N(C)C (Z)-N-(2-chloro-3-(dimethylamino)allylidene)-N-methylmethan-aminium hexafluorophosphate